9,9-dimethyl-fluorene lithium [Li].CC1(C2=CC=CC=C2C=2C=CC=CC12)C